di-i-nonyl phosphate P(=O)(OCCCCCCC(C)C)(OCCCCCCC(C)C)[O-]